methyl eicosanate C(CCCCCCCCCCCCCCCCCCC)(=O)OC